7-(4-fluorophenyl)-8-[imidazo[1,2-a]pyridin-6-yl]-2-[(2-methyl-1,3-thiazol-4-yl)methyl]-[1,2,4]triazolo[1,5-c]pyrimidin-5-amine FC1=CC=C(C=C1)C1=C(C=2N(C(=N1)N)N=C(N2)CC=2N=C(SC2)C)C=2C=CC=1N(C2)C=CN1